CN(C1CCN(CC1)C1=C(C=C(C(=C1)OC)NC1=NC=NC(=C1)N1OCC[C@@H]1C1=C(C(=CC=C1)C)F)NC(C=C)=O)C N-(2-(4-(dimethylamino)piperidine-1-yl)-5-((6-((R)-3-(2-fluoro-3-methylphenyl)-isoxazolidine-2-yl)pyrimidine-4-yl)amino)-4-methoxy-phenyl)acrylamide